3-(5-(4-((((1r,4r)-4-aminocyclohexyl)(methyl)amino)methyl)piperidin-1-yl)-4-fluoropyridin-2-yl)piperidine-2,6-dione NC1CCC(CC1)N(C)CC1CCN(CC1)C=1C(=CC(=NC1)C1C(NC(CC1)=O)=O)F